2-(chloromethyl)-5-fluoro-7-((tetrahydrofuran-3-yl)methoxy)quinazolin-4(3H)-one ClCC1=NC2=CC(=CC(=C2C(N1)=O)F)OCC1COCC1